2-(2-oxo-1,3-diazepan-1-yl)-1,3-benzothiazole-6-Carboxylic acid O=C1N(CCCCN1)C=1SC2=C(N1)C=CC(=C2)C(=O)O